benzo(c)thiophene C=1SC=C2C1C=CC=C2